O=C1C=C2CC[C@H]3[C@@H]4CC[C@@H]([C@@]4(C)CC[C@@H]3[C@]2(CC1)C)OC(CCCCCCCCCCC)=O.BrC1=NN=C(S1)NC(CSC=1NC(C2=C(N1)N(N=C2)C2CCOCC2)=O)=O N-(5-bromo-1,3,4-thiadiazol-2-yl)-2-((4-oxo-1-(tetrahydro-2H-pyran-4-yl)-4,5-dihydro-1H-pyrazolo[3,4-d]pyrimidin-6-yl)thio)acetamide (17β)-3-Oxoandrost-4-en-17-yl-laurate